3-(4-chlorophenoxy)-1-(4-(pyridin-4-yl)phenyl)pyrrolidin-2-one ClC1=CC=C(OC2C(N(CC2)C2=CC=C(C=C2)C2=CC=NC=C2)=O)C=C1